4-chloro-1-(4-tolyl)-1-butanol ClCCCC(O)C1=CC=C(C=C1)C